N=1N=CN(C1)C1=CC(=C2C=NNC2=C1)NCCCNC(CCNCC1=CC(=C(C=C1)OC(F)(F)F)CO)=O N-(3-((6-(4H-1,2,4-triazol-4-yl)-1H-indazol-4-yl)amino)propyl)-3-((3-(hydroxymethyl)-4-(trifluoromethoxy)benzyl)amino)propanamide